N1=CN=C2NC=NC2=C1C=1C(=NC=CC1)NC=1C=C(C=CC1C)NC(C1=NC=C(C(=C1)C#N)C)=O N-(3-((3-(9H-purin-6-yl)pyridin-2-yl)amino)-4-methylphenyl)-4-cyano-5-methylpicolinamide